N[C@@H](C1=C(C=C(C(=C1)Cl)C)O)C1CCN(CC1)C(=O)C=1C=NC(=CC1)OC 2-[(R)-amino[1-(6-methoxypyridine-3-carbonyl)piperidin-4-yl]methyl]-4-chloro-5-methylphenol